OC1C(COC1)N1CCCCC1 1-(4-hydroxytetrahydrofuran-3-yl)piperidin